[Pt+2].CC1=CC=C(C=C1)C1=CC(=NC(=C1)C1=NC=CC=C1)C1=NC=CC=C1 4'-(4-methylphenyl)-2,2':6',2''-terpyridine platinum (II)